(4-aminophenyl)(4-isopropylphenyl)methanol (±)-ethyl-5-(3-cyanotetrahydrofuran-3-yl)pyridine-2-carboxylate C(C)C=1C(=NC=C(C1)[C@@]1(COCC1)C#N)C(=O)OC(C1=CC=C(C=C1)C(C)C)C1=CC=C(C=C1)N |r|